C(C1=CC=CC=C1)OC[C@H]1N(S(O[C@H]1C)(=O)=O)C(=O)OC(C)(C)C tert-butyl (4R,5S)-4-((benzyloxy)methyl)-5-methyl-1,2,3-oxathiazolidine-3-carboxylate 2,2-dioxide